4-[(3,5-difluoropyridin-2-yl)methoxy]-5',6-diMethyl-[1,4'-bipyridine]-2-one FC=1C(=NC=C(C1)F)COC1=CC(N(C(=C1)C)C1=CC=NC=C1C)=O